(2-((t-butoxycarbonyl)amino)-7-fluorobenzothiazol-4-yl)boronic acid C(C)(C)(C)OC(=O)NC=1SC2=C(N1)C(=CC=C2F)B(O)O